N1C=CC2=CC(=CC=C12)B1OC(C)(C)C(C)(C)O1 1H-indole-5-boronic acid pinacol ester